2-bromo-5-((3,4-difluorobenzyl)oxy)pyrazine BrC1=NC=C(N=C1)OCC1=CC(=C(C=C1)F)F